OC1CC(C1)(NC)CC(=O)OCC ethyl 2-(3-hydroxy-1-(methylamino)cyclobutyl)acetate